N1=CC=C2N1C1=CC3=C(N=C1C=C2)N=CC=N3 Pyrazino[2,3-g]Pyrazolo[1,5-a][1,5]Naphthyridine